6-(4-methoxy-3-tricyclo[3.3.1.1(3,7)]decan-1-ylphenyl)-2-naphthalenecarboxylic acid COC1=C(C=C(C=C1)C=1C=C2C=CC(=CC2=CC1)C(=O)O)C12CC3CC(CC(C1)C3)C2